ClCC(=O)N1CCC2(N(C(CS2)=O)CC=2SC=C(N2)C2=CC=CC3=CC=CC=C23)CC1 8-(2-Chloroacetyl)-4-((4-(naphthalen-1-yl)thiazol-2-yl)methyl)-1-thia-4,8-diazaspiro[4.5]decan-3-one